ClC1=C2C(=NC(=N1)Cl)N(N=C2)C2CC2 4,6-dichloro-1-cyclopropyl-1H-pyrazolo[3,4-d]Pyrimidine